2-Methoxy-3-isobutylpyrazin COC1=NC=CN=C1CC(C)C